FC(C=1C(=CNC(C1)=O)C(=O)NC1=C(C=C(C(=C1)C=1C=NC(=NC1)N1C[C@H](O[C@H](C1)C)C)F)N1C[C@@H](N([C@@H](C1)C)C)C)F |r| 4-(difluoromethyl)-N-[4-fluoro-5-[2-[rac-(2R,6S)-2,6-dimethylmorpholin-4-yl]pyrimidin-5-yl]-2-[rac-(3S,5R)-3,4,5-trimethylpiperazin-1-yl]phenyl]-6-oxo-1H-pyridine-3-carboxamide